FC1OC2=C(O1)C=CC=C2 fluorobenzo[d][1,3]dioxol